BrC1=CC=C(CNC(=S)NC2=CC=CC=C2)C=C1 N-(4-bromobenzyl)-N'-phenylthiourea